(E)-1-(4-(cyclopropanecarbonyl)piperazin-1-yl)-3-(4-fluorophenyl)prop-2-en-1-one C1(CC1)C(=O)N1CCN(CC1)C(\C=C\C1=CC=C(C=C1)F)=O